t-butyl (4R-cis)-6-formyl-2,2-dimethyl-1,3-dioxane-4-acetate C(=O)[C@@H]1C[C@@H](OC(O1)(C)C)CC(=O)OC(C)(C)C